2-(4-cyclopropyl-6-methoxypyrimidin-5-yl)-4-(4-(1-methyl-4-(trifluoromethyl)-1H-imidazol-2-yl)benzyl)-4,5,6,7-tetrahydropyrazolo[1,5-a]pyrimidine C1(CC1)C1=NC=NC(=C1C1=NN2C(N(CCC2)CC2=CC=C(C=C2)C=2N(C=C(N2)C(F)(F)F)C)=C1)OC